OC1C=CNCC1 2,3-didehydro-4-hydroxypiperidine